3-(5-((1s,2s)-2-(benzylamino)cyclobutoxy)-1-oxoisoindolin-2-yl)piperidine-2,6-dione C(C1=CC=CC=C1)N[C@@H]1[C@H](CC1)OC=1C=C2CN(C(C2=CC1)=O)C1C(NC(CC1)=O)=O